C(C)N(C1=CC2=CC=CC(=C2C=C1)OC1=C(C=CC(=C1)NCC)\N=N\C1=CC=C(C=C1)[N+](=O)[O-])CC (E)-N,N-diethyl-5-(5-(ethylamino)-2-((4-nitrophenyl)diazenyl)phenoxy)naphthalen-2-amine